9-methoxynonanoic acid COCCCCCCCCC(=O)O